N-(2-(Hydroxymethyl)-6-methoxy-5-((E)-2-(trans-4-(trifluoromethyl)cyclohexyl)vinyl)pyridin-3-yl)acrylamide OCC1=NC(=C(C=C1NC(C=C)=O)\C=C\[C@@H]1CC[C@H](CC1)C(F)(F)F)OC